4-methyl-5-(pyrrolidin-1-yl)thiazole CC=1N=CSC1N1CCCC1